tert-butyl (3-(7-carbamoyl-5,6-difluoro methyl-1H-indol-4-yl)cyclohex-3-en-1-yl)carbamate C(N)(=O)C=1C(=C(C(=C2C=CNC12)C=1CC(CCC1)NC(OC(C)(C)C)=O)CF)CF